1-[2-(acryloyloxy)ethyl]-1H-imidazole C(C=C)(=O)OCCN1C=NC=C1